C(#N)C1(CC1)NS(=O)(=O)C=1C=C(C=2N(C1)C(=NC2)C=2OC(=NN2)C)F N-(1-cyanocyclopropyl)-8-fluoro-3-(5-methyl-1,3,4-oxadiazol-2-yl)imidazo[1,5-a]pyridine-6-sulfonamide